[18F]C1CN(C1)C1=CC(=NC(=C1)C)OCC1=CC=C(C=C1)[C@@H](C)[C@]1(C(NC[C@@H]1C)=O)C (3R,4R)-3-[(1R)-1-[4-[[4-(3-[18F]fluoroazetidin-1-yl)-6-methyl-2-pyridyl]oxymethyl]phenyl]ethyl]-3,4-dimethyl-pyrrolidin-2-one